(1S,3R)-3-(3-{[(1-methyl-1H-pyrazol-4-yl)acetyl]amino}-1H-pyrazol-5-yl)cyclopentyl propan-2-ylcarbamate CC(C)NC(O[C@@H]1C[C@@H](CC1)C1=CC(=NN1)NC(CC=1C=NN(C1)C)=O)=O